FC=1C(=C2N=CC=NC2=C(C1)F)C 6,8-difluoro-5-methylquinoxaline